2,2'-binaphthyl-4,4'-dicarboxylic acid C1=C(C=C(C2=CC=CC=C12)C(=O)O)C1=CC2=CC=CC=C2C(=C1)C(=O)O